ethyl 4-((1R,3R,5S)-3-((5-cyclopropyl-3-(2-(trifluoromethoxy)phenyl)isoxazol-4-yl) methoxy)-8-azabicyclo[3.2.1]octan-8-yl)benzoate C1(CC1)C1=C(C(=NO1)C1=C(C=CC=C1)OC(F)(F)F)COC1C[C@H]2CC[C@@H](C1)N2C2=CC=C(C(=O)OCC)C=C2